S1C(=NC2=C1C=CC=C2)N2CC1=CC=C(C(=C1CC2C(=O)OC)OCC2=CC=CC=C2)OC methyl 2-(benzo[d]thiazol-2-yl)-5-(benzyloxy)-6-methoxy-1,2,3,4-tetrahydroisoquinoline-3-carboxylate